8-chloro-N-(3,4-dichlorophenyl)quinolin-2-amine ClC=1C=CC=C2C=CC(=NC12)NC1=CC(=C(C=C1)Cl)Cl